CN(CCCOC1=NC=C(C=C1NS(=O)(=O)C1=CC=CC=C1)C1=CC=2C3=C(C=NC2C=C1)N(C(C31CC1)=O)C(C)C)C N-(2-(3-(Dimethylamino)propoxy)-5-(3'-isopropyl-2'-oxo-2',3'-dihydrospiro[cyclopropane-1,1'-pyrrolo[2,3-c]quinolin]-8'-yl)pyridin-3-yl)benzenesulfonamide